4-butyl-1,5,7,8-tetrahydropyrano[3,4-b]pyrazine-2,3-dione C(CCC)N1C2=C(NC(C1=O)=O)CCOC2